4-Ethyl-1,3,5-triazin C(C)C1=NC=NC=N1